(3S,4S)-1-(4-((3S*,4S*)-3-methoxy-4-(tetradecylcarbamoyl)pyrrolidine-1-carbonyl)benzoyl)-N3,N4-bis((1S,2R)-2-phenylcyclopropyl)pyrrolidine-3,4-dicarboxamide CO[C@@H]1CN(C[C@@H]1C(NCCCCCCCCCCCCCC)=O)C(=O)C1=CC=C(C(=O)N2C[C@H]([C@@H](C2)C(=O)N[C@@H]2[C@H](C2)C2=CC=CC=C2)C(=O)N[C@@H]2[C@H](C2)C2=CC=CC=C2)C=C1 |o1:2,6|